(E)-ethyl 3-(thiophen-3-yl)acrylate S1C=C(C=C1)/C=C/C(=O)OCC